The molecule is a triazolopyrimidine that is [1,2,3]triazolo[4,5-d]pyrimidine bearing an amino substituent at position 7. It has a role as an EC 1.17.3.2 (xanthine oxidase) inhibitor and a Mycoplasma genitalium metabolite. It is a member of triazolopyrimidines, an aromatic amine and a nucleobase analogue. C1=NC2=NNN=C2C(=N1)N